5-(hydroxymethyl)-5-methyldihydrofuran OCC1(CCCO1)C